Propane-1,2,3-triyl tris(2-(((5Z,8Z,11Z,14Z,17Z)-icosa-5,8,11,14,17-pentaen-1-yl)oxy) butanoate) C(CCC\C=C/C\C=C/C\C=C/C\C=C/C\C=C/CC)OC(C(=O)OCC(COC(C(CC)OCCCC\C=C/C\C=C/C\C=C/C\C=C/C\C=C/CC)=O)OC(C(CC)OCCCC\C=C/C\C=C/C\C=C/C\C=C/C\C=C/CC)=O)CC